N-((1-isopentylpyrrolidin-3-yl)methyl)-1-(3-(4-methoxyphenyl)-1,2,4-oxadiazol-5-yl)piperidine-4-carboxamide C(CC(C)C)N1CC(CC1)CNC(=O)C1CCN(CC1)C1=NC(=NO1)C1=CC=C(C=C1)OC